ClC=1C=CC(N(C1)[C@H](COC)C1=CN=C(S1)NC([C@H](C1CCC(CC1)C)NC(OC(C)(C)C)=O)=C=O)=C=O tert-butyl ((S)-2-((5-((R)-1-(5-chloro-2-carbonylpyridin-1(2H)-yl)-2-methoxyethyl)thiazol-2-yl)amino)-1-((1r,4S)-4-methylcyclohexyl)-2-carbonylethyl)carbamate